COC1=NC=CC(=C1)CN[C@@H]1CN(CCC1)C=1C=NC(=CC1)[N+](=O)[O-] (S)-N-((2-methoxypyridin-4-yl)methyl)-1-(6-nitropyridin-3-yl)piperidin-3-amine